water ruthenium-antimony [Sb].[Ru].O